bis(tert-pentoxy)ethylsilanol C(C)(C)(CC)OC(C[SiH2]O)OC(C)(C)CC